C(C)C=1C=NN(C1)CC=1C=C(C=CC1OC1=CC=CC=C1)N1C(N(C(NC1=O)=O)C1=CC=CC=C1)=O 1-{3-[(4-ethyl-1H-pyrazol-1-yl)methyl]-4-phenoxyphenyl}-3-phenyl-1,3,5-triazin-2,4,6-trione